C1(CC1)NC(=O)N1CCC(CC1)C(=O)NC1=CC(=CC=C1)NS(=O)(=O)C N1-cyclopropyl-N4-(3-(methylsulfonamido)phenyl)piperidine-1,4-dicarboxamide